2,5,6-trichloro-N-((4,6-diethylpyrimidin-5-yl)carbamoyl)nicotinamide ClC1=C(C(=O)NC(NC=2C(=NC=NC2CC)CC)=O)C=C(C(=N1)Cl)Cl